tert-butyl (piperidin-4-yl)carbamate N1CCC(CC1)NC(OC(C)(C)C)=O